Tert-butyl (3S)-3-[[4-[6-cyano-1-(2-trimethylsilylethoxymethyl)indol-3-yl]-5-sulfanyl-pyrimidin-2-yl]amino]piperidine-1-carboxylate C(#N)C1=CC=C2C(=CN(C2=C1)COCC[Si](C)(C)C)C1=NC(=NC=C1S)N[C@@H]1CN(CCC1)C(=O)OC(C)(C)C